anthracen-2-amine C1=C(C=CC2=CC3=CC=CC=C3C=C12)N